2-(1,5,5-Trimethylcyclopent-2-enyl)-ethyl acetate C(C)(=O)OCCC1(C=CCC1(C)C)C